C[C@@H]1CO1 (+)-propylene oxide